C(=O)C12CN(CC(C1)C2)C(=O)OC(C)(C)C tert-butyl 1-formyl-3-azabicyclo[3.1.1]heptane-3-carboxylate